NC1=CC=CC(=N1)S(=O)(=O)NC(=O)C=1C(=NC(=CC1)C=1C=NC(=CC1)OC(C)C)N1C([C@H](CC1)C)(C)C N-[(6-Amino-2-pyridyl)sulfonyl]-6-(6-isopropoxy-3-pyridyl)-2-[(3S)-2,2,3-trimethylpyrrolidin-1-yl]pyridin-3-carboxamid